COC=1C2=C(N=C(N1)NC1CCC3(CN(C3)C(C)=O)CC1)NC=C2C=2C=C1N=CC=NC1=CC2 1-(7-((4-methoxy-5-(quinoxalin-6-yl)-7H-pyrrolo[2,3-d]pyrimidin-2-yl)amino)-2-azaspiro[3.5]nonan-2-yl)ethan-1-one